CC(CCC(=O)OC)CCCC(CCCC(CCC)C)C Methyl 4,8,12-trimethylpentadecanoate